2-((2R,5S)-4-(1-(5-amino-4H-1,2,4-triazol-3-yl)piperidin-4-yl)-5-(4-bromobenzyl)-morpholin-2-yl)propan-2-ol 2,2,2-trifluoroacetate FC(C(=O)O)(F)F.NC=1NC(=NN1)N1CCC(CC1)N1C[C@@H](OC[C@@H]1CC1=CC=C(C=C1)Br)C(C)(C)O